2-(2,3-difluorophenyl)propan-2-amine FC1=C(C=CC=C1F)C(C)(C)N